Methyl-6-(4-(4-(4-methoxybenzamido)phenyl)piperazin-1-yl)nicotinat COC(C1=CN=C(C=C1)N1CCN(CC1)C1=CC=C(C=C1)NC(C1=CC=C(C=C1)OC)=O)=O